1-(3-cyanophenyl)-N-(3-((cyclopropylmethylamino)(4-nitrophenyl)-methyl)phenyl)-3-(trifluoromethyl)-1H-pyrazole-5-carboxamide C(#N)C=1C=C(C=CC1)N1N=C(C=C1C(=O)NC1=CC(=CC=C1)C(C1=CC=C(C=C1)[N+](=O)[O-])NCC1CC1)C(F)(F)F